ClC1=C(C=CC(=C1)Cl)N1C=2N(C3=C(C1=O)C=NC(=N3)NC3=CC=C(C=C3)N3CCN(CC3)C)CCN2 6-(2,4-Dichlorophenyl)-2-((4-(4-methylpiperazin-1-yl)phenyl)amino)-8,9-dihydroimidazo[1,2-a]pyrimido[5,4-e]pyrimidin-5(6H)-one